NC(=N)NCC 2-([amino(imino)methyl]amino)ethane